(R)-N-((6-chloro-3-((1-(2-(4,4-difluoropiperidin-1-yl)-6-fluoro-3-methyl-4-oxo-3,4-dihydroquinazolin-8-yl)ethyl)amino)pyridin-2-yl)sulfonyl)acetamide ClC1=CC=C(C(=N1)S(=O)(=O)NC(C)=O)N[C@H](C)C=1C=C(C=C2C(N(C(=NC12)N1CCC(CC1)(F)F)C)=O)F